OC1=CC=C(C=C1)C(C)[Si](OC)(OC)OC 1-(p-hydroxyphenyl)ethyltrimethoxysilane